FC(C(=O)O)(F)F.C12(CC3CC(CC(C1)C3)C2)O adamantane-1-ol trifluoroacetate